2,4-diethyl 6-[(4-chlorophenyl)methoxy]quinoline-2,4-dicarboxylate ClC1=CC=C(C=C1)COC=1C=C2C(=CC(=NC2=CC1)C(=O)OCC)C(=O)OCC